N(N)C1=NC=CN=C1C 2-hydrazino-3-methylpyrazine